4-[2-(cyclopropylmethoxy)-5-(ethylsulfonylamino)pyridin-3-yl]-6-methyl-7-oxothieno[2,3-c]pyridine-2-carboxamide C1(CC1)COC1=NC=C(C=C1C=1C2=C(C(N(C1)C)=O)SC(=C2)C(=O)N)NS(=O)(=O)CC